ACETYLTHIOACETIC ACID C(C)(=O)CC(=S)O